N-[2-(2-aminoethoxy)ethyl]-4-[[3-[1-(1-chloro-3-hydroxypropan-2-yl)-3-(trifluoromethyl)pyrazol-4-yl]imidazo[1,2-a]pyrazin-8-yl]amino]-2-ethylbenzamide NCCOCCNC(C1=C(C=C(C=C1)NC=1C=2N(C=CN1)C(=CN2)C=2C(=NN(C2)C(CCl)CO)C(F)(F)F)CC)=O